C(O[C@H]1C[C@H](CC1)C1=NN(C(=C1)NC1=CC(=NC=C1)OCC(C[C@H](C)N)(F)F)C(C)(C)C)(OC1=CC=C(C=C1)[N+](=O)[O-])=O (1R,3S)-3-(5-((2-(((S)-4-amino-2,2-difluoropentyl)oxy)pyridin-4-yl)amino)-1-(tert-butyl)-1H-pyrazol-3-yl)cyclopentyl (4-nitrophenyl) carbonate